(2S,3R)-3-amino-N-[3-(6-aminopyridazin-3-yl)prop-2-ynyl]-N-(3-chloro-4-fluoro-phenyl)-1-[3-cyano-6-methyl-4-(trifluoromethyl)-2-pyridyl]pyrrolidine-2-carboxamide N[C@H]1[C@H](N(CC1)C1=NC(=CC(=C1C#N)C(F)(F)F)C)C(=O)N(C1=CC(=C(C=C1)F)Cl)CC#CC=1N=NC(=CC1)N